5-chloro-7-iodo-1'-[2-({7-oxo-8-[3-hydroxy-3-methylcyclobutyl]-5,6,7,8-tetrahydro-1,8-naphthyridin-3-yl}oxy)ethyl]-1,2-dihydrospiro[indole-3,4'-piperidin]-2-one ClC=1C=C2C(=C(C1)I)NC(C21CCN(CC1)CCOC=1C=NC=2N(C(CCC2C1)=O)C1CC(C1)(C)O)=O